phosphorus Tin Oxide [Sn]=O.[P]